NC(CN1C(C2(C3=CC=CC=C13)CCC(CC2)N2C[C@H](CC2)NC(OCC)=O)=O)=O ethyl {(3S)-1-[1'-(2-amino-2-oxoethyl)-2'-oxo-1',2'-dihydrospiro[cyclohexane-1,3'-indol]-4-yl]pyrrolidin-3-yl}carbamate